calcium compound with hydrogen fluoride F.[Ca]